COC(CNC(C1=C(C(=CC(=C1)F)F)OC)=O)OC N-(2,2-dimethoxyethyl)-3,5-difluoro-2-methoxybenzamide